C1(CC1)CN1N=C(C=2C1=NC=CC2)C(=O)NC2=C(C=NC=C2)F 1-(cyclopropylmethyl)-N-(3-fluoropyridin-4-yl)-1H-pyrazolo[3,4-b]pyridine-3-carboxamide